(1s,3s)-3-fluorocyclobutyl-(1-(tert-butyl)-3-(3,3-difluorocyclobutyl)-4-methyl-1H-pyrazol-5-yl)carbamic acid phenyl ester C1(=CC=CC=C1)OC(N(C1=C(C(=NN1C(C)(C)C)C1CC(C1)(F)F)C)C1CC(C1)F)=O